BrC=1C=C2C(OCC=3C=C(N=CC3C3=CN=C(C(NS(C(C1O)=C2)(=O)=O)=C3)OC(F)F)OC)=O 13-bromo-19-(difluoromethoxy)-14-hydroxy-5-methoxy-16,16-dioxo-9-oxa-16λ6-thia-4,17,20-triazatetracyclo[16.3.1.111,15.02,7]tricosa-1(21),2(7),3,5,11,13,15(23),18(22),19-nonaen-10-one